BrC1=CC=C(CN2C(CC[C@@]3([C@@H]4[C@@H](CC=C23)[C@@H]2CCC([C@]2(CC4=O)C)=O)C)=O)C=C1 (4aR,4bS,6aS,9aS,9bS)-1-(4-bromobenzyl)-4a,6a-dimethyl-3,4,4a,6,6a,8,9,9a,9b,10-decahydro-1H-indeno[5,4-f]quinoline-2,5,7(4bH)-trione